3-(5-(((2R,3S)-3-((1-(2,2-difluoroethyl)piperidin-4-yl)amino)tetrahydro-2H-pyran-2-yl)methyl)-4-fluoro-1-oxoisoindolin-2-yl)piperidine-2,6-dione FC(CN1CCC(CC1)N[C@@H]1[C@H](OCCC1)CC=1C(=C2CN(C(C2=CC1)=O)C1C(NC(CC1)=O)=O)F)F